OC[C@@H]1N(C[C@@H](C1)C1=CC=CC=C1)C(=O)OC(C)(C)C (2R,4S)-tert-butyl 2-(hydroxymethyl)-4-phenylpyrrolidine-1-carboxylate